C12CCN(CC2O1)C(=O)OC(C)(C)C racemic-tert-butyl 7-oxa-4-azabicyclo[4.1.0]heptane-4-carboxylate